C1=CC(=O)C=CC1=NC2=CC=C(C=C2)O The molecule is a quinone imine obtained by formal condensation of one of the keto groups of benzoquinone with the amino group of 4-hydroxyaniline. It has a role as a dye.